4-[18F]fluorobenzaldehyde-O-(2-{2-[2-(pyrrol-2,5-dione-1-yl)ethoxy]-ethoxy}-ethyl) oxime N1(C(C=CC1=O)=O)CCOCCOCCON=CC1=CC=C(C=C1)[18F]